1,2-diethyldithiolane C(C)S1S(CCC1)CC